4-((2-((4-cyanophenyl)amino)-7-methyl-5,6,7,8-tetrahydropyrido[3,4-d]pyrimidine-4-yl)oxy)-3,5-dimethylbenzonitrile C(#N)C1=CC=C(C=C1)NC=1N=C(C2=C(N1)CN(CC2)C)OC2=C(C=C(C#N)C=C2C)C